C(#N)C1=CC(=C(C=C1)[C@H]1C(=C(NC2=C(C=NC(=C12)OCC)C)C)C(=O)N)OC (4R)-4-(4-cyano-2-methoxyphenyl)-5-ethoxy-2,8-dimethyl-1,4-dihydro-1,6-naphthyridine-3-carboxamide